1,1'-diacetonyl-5,5'-bi-1,2,4-triazole C(C(=O)C)N1N=CN=C1C1=NC=NN1CC(=O)C